7-(8-((3-methoxy-4-morpholinylphenyl)amino)-[1,2,4]triazolo[1,5-a]pyrazin-6-yl)-2H-pyrido[3,2-b][1,4]oxazin-3(4H)-one COC=1C=C(C=CC1N1CCOCC1)NC=1C=2N(C=C(N1)C1=CC=3OCC(NC3N=C1)=O)N=CN2